C(C)(C)(C)N(C(O)=O)N1C(=CC(=C1)CO)C#N.NC=1C=C(C=CC1OC(F)(F)F)S(=O)(=O)N[C@]1(CNCC1)C1=CC=C(C=C1)F (S)-3-amino-N-(3-(4-fluorophenyl)pyrrolidin-3-yl)-4-(trifluoromethoxy)benzenesulfonamide tert-Butyl-[2-cyano-4-(hydroxymethyl)-1H-pyrrol-1-yl]carbamate